NC1=C2C(=NC=N1)N(N=C2C2=CC=C(C=C2)CNC(C2=C(C=CC=C2)OCC)=O)C2CCCC2 N-[[4-(4-amino-1-cyclopentyl-pyrazolo[3,4-D]pyrimidin-3-yl)phenyl]methyl]-2-ethoxy-benzamide